N4-(5-{[(2S,5R)-2,5-dimethyl-4-(3,3,3-trifluoropropyl)piperazin-1-yl]carbonyl}-6,6-dimethyl-1,4,5,6-tetrahydropyrrolo[3,4-c]pyrazol-3-yl)-N2-ethyl-5-fluoropyrimidine-2,4-diamine C[C@@H]1N(C[C@H](N(C1)CCC(F)(F)F)C)C(=O)N1C(C=2NN=C(C2C1)NC1=NC(=NC=C1F)NCC)(C)C